(dimethylbenzylsilyl)pinacol borate B(O)(O)O.C[Si](CC1=CC=CC=C1)(C)CC(O)(C)C(C)(C)O